6-(2-fluoro-4-trifluoromethyl-phenyl)-3,7-dioxa-bicyclo[4.1.0]heptane FC1=C(C=CC(=C1)C(F)(F)F)C12CCOCC2O1